tert-butyl (9-(5-((2-amino-3-chloropyridin-4-yl)thio)pyrazine-2-yl)-3-(5-morpholinopyrimidin-2-yl)-3,9-diazaspiro[5.5]undecane-1-yl)carbamate NC1=NC=CC(=C1Cl)SC=1N=CC(=NC1)N1CCC2(CCN(CC2NC(OC(C)(C)C)=O)C2=NC=C(C=N2)N2CCOCC2)CC1